FC(OC=1C=C(C=NC1)CN1N=CC2=NC=C(C=C21)C2=CC(=C(C(=C2)F)F)F)F 1-[[5-(Difluoromethoxy)-3-pyridyl]methyl]-6-(3,4,5-trifluorophenyl)pyrazolo[4,3-b]pyridine